OCCOC1=NC=C(C=N1)NC(O[C@H](C)[C@H](C)OC1=C(C=C2C(=N1)SC(=N2)C=2C=C(C=C1C=C(C=NC21)OC)C)F)=O (2R,3S)-3-((6-fluoro-2-(3-methoxy-6-methylquinolin-8-yl)thiazolo[5,4-b]pyridin-5-yl)oxy)butan-2-yl (2-(2-hydroxyethoxy)pyrimidin-5-yl)carbamate